CC1=C(C=NC=2OCCNC21)NC2=C(C(NC=C2)=O)C(=O)NC2=CC=C(C=C2)CC2=CC=NC=C2 4-((8-methyl-2,3-dihydro-1H-pyrido[2,3-b][1,4]oxazin-7-yl)amino)-2-oxo-N-(4-(pyridin-4-ylmethyl)phenyl)-1,2-dihydropyridine-3-carboxamide